2-oxobutyl format C(=O)OCC(CC)=O